furo[3,2-b]pyridin-7-amine O1C=CC2=NC=CC(=C21)N